tert-butyl ((3-(2-bromoethyl)-7-morpholino-5-(3-(m-tolyl)-1H-pyrazol-1-yl)-3H-imidazo[4,5-b]pyridin-2-yl)methyl)(methyl)carbamate BrCCN1C(=NC=2C1=NC(=CC2N2CCOCC2)N2N=C(C=C2)C=2C=C(C=CC2)C)CN(C(OC(C)(C)C)=O)C